1-[8-(4-fluoro-2-isopropoxy-phenyl)quinazolin-2-yl]-4-methyl-benzene-1,3-diamine hydrochloride Cl.FC1=CC(=C(C=C1)C=1C=CC=C2C=NC(=NC12)C1(CC(=C(C=C1)C)N)N)OC(C)C